manganese(2+) (2S,2'S)-2,2'-[6-methyl-3,6,9,15-tetraazabicyclo[9.3.1]pentadeca-1(15),11,13-triene-3,9-diyl]bis(5-oxo-5-{[(2S,3R,4R,5R)-2,3,4,5,6-pentahydroxyhexyl]amino}pentanoate) CN1CCN(CC=2C=CC=C(CN(CC1)[C@H](C(=O)[O-])CCC(=O)NC[C@@H]([C@H]([C@@H]([C@@H](CO)O)O)O)O)N2)[C@H](C(=O)[O-])CCC(NC[C@@H]([C@H]([C@@H]([C@@H](CO)O)O)O)O)=O.[Mn+2]